3-chloro-4-[(2S)-2-(dimethylamino)-3-[(3S)-3-(6-methylpyridin-3-yl)-3-[1-(trifluoromethyl)cyclopropyl]propanamido]propyl]-2-fluorobenzamide ClC=1C(=C(C(=O)N)C=CC1C[C@@H](CNC(C[C@H](C1(CC1)C(F)(F)F)C=1C=NC(=CC1)C)=O)N(C)C)F